25-(piperidine-1-carbonyl)-1,4,7,10,13,16,19,22,26,29,32-undecazabicyclo[32.3.0]heptatriacontane-2,5,8,11,14,17,20,23,27,30,33-undecone N1(CCCCC1)C(=O)C1CC(NCC(NCC(NCC(NCC(NCC(NCC(NCC(N2CCCC2C(NCC(NCC(N1)=O)=O)=O)=O)=O)=O)=O)=O)=O)=O)=O